4,7-dihydro-7-oxo-1-methyl-3-propyl-1H-pyrazolo[4,3-d]pyrimidin O=C1C2=C(NC=N1)C(=NN2C)CCC